C(C)(SC[C@@H]1CC[C@H](CC1)NC1=C2C(=NC=C1[N+](=O)[O-])C=CS2)=O S-({trans-4-[(6-nitrothieno[3,2-b]pyridin-7-yl)amino]cyclohexyl}methyl) ethanethioate